CN1N=C(C(=C1)C1=C2CCN(C(C2=CC=C1)=O)CC1=CC(=NC=C1)C)C(F)(F)F 5-(1-methyl-3-(trifluoromethyl)-1H-pyrazol-4-yl)-2-((2-methylpyridin-4-yl)methyl)-3,4-dihydroisoquinolin-1(2H)-one